OC(CN(CCN(CC(C)[2H])CC(C)[2H])CCN(CC(C)[2H])CC(C)[2H])C 1,1',1'',1'''-((((2-hydroxypropyl)azanediyl)bis(ethane-2,1-diyl))bis(azanetriyl))tetrakis(propan-2-d)